(3S)-3-[4-(4-{2,6-diazaspiro[3.4]octan-6-ylmethyl}piperidin-1-yl)phenyl]piperidine-2,6-dione C1NCC12CN(CC2)CC2CCN(CC2)C2=CC=C(C=C2)[C@H]2C(NC(CC2)=O)=O